1-((3S,4R)-3-fluoro-4-((2-(3-((2-methoxy-4-(methylsulfonyl)phenyl)amino)prop-1-yn-1-yl)-3-vinyl-2H-indazol-7-yl)amino)piperidin-1-yl)ethan-1-one F[C@H]1CN(CC[C@H]1NC1=CC=CC2=C(N(N=C12)C#CCNC1=C(C=C(C=C1)S(=O)(=O)C)OC)C=C)C(C)=O